9-[4-[1-[[2-(2,6-dioxo-3-piperidyl)-1,3-dioxo-isoindolin-4-yl]amino]propyl]triazol-1-yl]nonanal O=C1NC(CCC1N1C(C2=CC=CC(=C2C1=O)NC(CC)C=1N=NN(C1)CCCCCCCCC=O)=O)=O